C(C1CO1)N(C1=CC=C(C=C1)CC1=CC=C(C=C1)N(CC1CO1)CC1CO1)CC1CO1 N,N,N',N'-tetraglycidyl-4,4'-methylene-bis-benzeneamine